2,3-bis[[2-(tert-butoxycarbonylamino)acetyl]oxy]propyl 2-(tert-butoxycarbonylamino)acetate C(C)(C)(C)OC(=O)NCC(=O)OCC(COC(CNC(=O)OC(C)(C)C)=O)OC(CNC(=O)OC(C)(C)C)=O